C(C)(=O)N(N(C(=O)C1=CC=2C3=C(C(=NC2C=C1F)N)C=NN3C)CC3=C(C=C(C=C3)C(F)(F)F)F)C N'-acetyl-4-amino-7-fluoro-N-[[2-fluoro-4-(trifluoromethyl)phenyl]methyl]-N',1-dimethyl-pyrazolo[4,3-c]quinoline-8-carbohydrazide